4-chloro-N-(2,2-dimethoxyethyl)-7-methoxyquinoline-6-carboxamide ClC1=CC=NC2=CC(=C(C=C12)C(=O)NCC(OC)OC)OC